C(C)OC(CCCCCCC1=C(C=C(C=C1)C(C)=O)OC)=O 7-(4-acetyl-2-methoxyphenyl)heptanoic acid ethyl ester